FC1=C(C=CC=C1)C(C(=O)C1=CC=C(C=C1)N1CCCCC1)C 2-(2-fluorophenyl)-1-(4-(piperidin-1-yl)phenyl)propan-1-one